C(C)(=O)OCC=1NC(=C(C(C1C(=O)OCC)C1=C(C(=CC(=C1)F)F)CC)C(=O)OC)C 3-ethyl 5-methyl 2-(acetoxymethyl)-4-(2-ethyl-3,5-difluorophenyl)-6-methyl-1,4-dihydropyridine-3,5-dicarboxylate